(3S,4S)-1-(4-(2-((3S,4S)-3-methoxy-4-(3-tridecylureido)pyrrolidin-1-yl)oxazol-5-yl)benzoyl)-N3,N4-bis((1S,2R)-2-phenylcyclopropyl)pyrrolidine-3,4-dicarboxamide CO[C@H]1CN(C[C@@H]1NC(=O)NCCCCCCCCCCCCC)C=1OC(=CN1)C1=CC=C(C(=O)N2C[C@H]([C@@H](C2)C(=O)N[C@@H]2[C@H](C2)C2=CC=CC=C2)C(=O)N[C@@H]2[C@H](C2)C2=CC=CC=C2)C=C1